C(C)(C)(C)C1=CC=C(C=C1)N(C1=CC=C(C=C1)OB(O)O)C1=CC=C(C=C1)C(C)(C)C (4-(bis(4-(tert-butyl)phenyl)amino)phenyl)boric acid